[Cl-].C(C)(C)[O-].C(C)(C)[O-].C(C)(C)[O-].[Ti+4] titanium triisopropanolate chloride